N1=CC(=C2N1C=CC=C2)C(=O)N2CC1=C(CC2)C(=CS1)C(=O)NC=1C=NC=C(C1)C(F)(F)F 6-(Pyrazolo[1,5-a]pyridin-3-carbonyl)-N-(5-(trifluoromethyl)pyridin-3-yl)-4,5,6,7-tetrahydrothieno[2,3-c]pyridin-3-carboxamid